C(CCCCCCCCCCCCCCCCCCC)(=O)O[C@@H]1[C@@](O[C@H](C1)N1C2=NC(=NC(=C2N=C1)N)F)(C#C)COP(=O)(OC1=CC=CC=C1)N[C@H](C(=O)OCC(CC)CC)CC1=CC=CC=C1 (2R,3S,5R)-5-(6-Amino-2-fluoro-9H-purin-9-yl)-2-((((((S)-1-(2-ethylbutoxy)-1-oxo-3-phenylpropan-2-yl)amino)(phenoxy)phosphoryl)oxy)methyl)-2-ethynyltetrahydrofuran-3-yl icosanoate